FC1=C(N(N=C1)C)C1=C2C=NN(C2=CC=C1)CC(=O)NCC(=O)NCC(=O)O (2-{2-[4-(4-fluoro-2-methylpyrazol-3-yl)indazol-1-yl]acetamido}acetamido)acetic acid